FC1=C2CC(CC2=CC(=C1)OCCN1C(OCC1)=O)CNCCC1CN(C(O1)=O)C1=NC2=C(OCC(N2)=O)N=C1 6-[5-[2-[[4-fluoro-6-[2-(2-oxo-1,3-oxazolidin-3-yl)ethoxy]-2,3-dihydro-1H-inden-2-yl]methylamino]ethyl]-2-oxo-1,3-oxazolidin-3-yl]-4H-pyrazino[2,3-b][1,4]oxazin-3-one